CCCCC(CC)=S Heptane-5-thione